4-([1,1'-biphenyl]-3-yl)-6-(4-bromophenyl)-2-(4-fluorophenyl)pyrimidine C1(=CC(=CC=C1)C1=NC(=NC(=C1)C1=CC=C(C=C1)Br)C1=CC=C(C=C1)F)C1=CC=CC=C1